tert-butyl N-[(tert-butoxy)carbonyl]-N-({2-[(3R)-3-(hydroxymethyl)piperazin-1-yl]pyrimidin-5-yl}methyl)carbamate C(C)(C)(C)OC(=O)N(C(OC(C)(C)C)=O)CC=1C=NC(=NC1)N1C[C@@H](NCC1)CO